N-[5-(pyrimidin-2-yl)-2-({6-[(2R,3R,4R,5S)-3,4,5-trihydroxy-2-(hydroxy-methyl)piperidin-1-yl]hexyl}amino)phenyl]cyclopropanesulfonamide N1=C(N=CC=C1)C=1C=CC(=C(C1)NS(=O)(=O)C1CC1)NCCCCCCN1[C@@H]([C@H]([C@@H]([C@H](C1)O)O)O)CO